2-(5-(2-aminoquinazolin-6-yl)-1-methyl-1H-pyrazol-3-yl)-N-(4-((1-methylpiperidin-4-yl)methyl)-3-(trifluoromethyl)phenyl)-acetamide NC1=NC2=CC=C(C=C2C=N1)C1=CC(=NN1C)CC(=O)NC1=CC(=C(C=C1)CC1CCN(CC1)C)C(F)(F)F